N-{[(4R)-4-cyclopropyl-2,5-dioxoimidazolidin-4-yl]methyl}-2-(4-fluorophenyl)-1,3-oxazole-4-carboxamide C1(CC1)[C@@]1(NC(NC1=O)=O)CNC(=O)C=1N=C(OC1)C1=CC=C(C=C1)F